1,2,3-trifluoro-1-butene FC=C(C(C)F)F